ClC1=CC(=C(C=C1)/C(=C/C(O)C=1C(=C(C=CC1)C1CCN(CC1)C(=O)OC(C)(C)C)O)/[2H])OC([2H])([2H])[2H] Tert-butyl (E)-4-(3-(3-(4-chloro-2-(methoxy-d3)phenyl)-1-hydroxyallyl-3-d)-2-hydroxyl Phenyl)piperidine-1-carboxylate